(2S)-4-[3-fluoro-5-isobutyl-2-(2H-tetrazol-5-yl)phenyl]-2-methyl-1-[1-(2-pyridyl)ethyl]piperazine FC=1C(=C(C=C(C1)CC(C)C)N1C[C@@H](N(CC1)C(C)C1=NC=CC=C1)C)C=1N=NNN1